(cyclopentadienyl)iron hexafluoroantimonate F[Sb-](F)(F)(F)(F)F.C1(C=CC=C1)[Fe+]